N,N'-di-[4-(p-ethylbenzenesulfonyloxy)phenyl]urea C(C)C1=CC=C(C=C1)S(=O)(=O)OC1=CC=C(C=C1)NC(=O)NC1=CC=C(C=C1)OS(=O)(=O)C1=CC=C(C=C1)CC